C1(=CC=CC=C1)C1(N=CC=N1)C(=O)O 2-phenylimidazole-carboxylic acid